dinonyl decanedioate C(CCCCCCCCC(=O)OCCCCCCCCC)(=O)OCCCCCCCCC